C12(CC3CC(CC(C1)C3)C2)C2=C(OC3OCCCC3)C=CC(=C2)C(C)(C)C 2-(2-(1-adamantanyl)-4-tert-butylphenoxy)tetrahydro-2H-pyran